Butanediol diacrylate C=CC(=O)OCCCCOC(=O)C=C